ClC1=C(C=C(C(=O)OC)C=C1F)N=C(C1=CC=CC=C1)C1=CC=CC=C1 Methyl 4-chloro-3-((diphenylmethylene)amino)-5-fluorobenzoate